indole-6-carbonitrile N1C=CC2=CC=C(C=C12)C#N